(2S,4R)-2-(cyclohex-1-en-1-yl)-4-methyl-N-(E-3-(methylsulfonyl)allyl)piperidine-1-carboxamide C1(=CCCCC1)[C@H]1N(CC[C@H](C1)C)C(=O)NC\C=C\S(=O)(=O)C